C(C1=CC=CC=C1)N1CC(CC1)(CC1=CC=CC=C1)C=1C=C2C=CN(C2=CC1C#N)COCC[Si](C)(C)C 5-(1,3-dibenzylpyrrolidin-3-yl)-1-((2-(trimethylsilyl)ethoxy)methyl)-1H-indole-6-carbonitrile